di(4-fluorophenyl)phenyl-phosphine oxide FC1=CC=C(C=C1)P(C1=CC=CC=C1)(C1=CC=C(C=C1)F)=O